C(C)OC(C)N1N=CC(=C1)C1=C(C=2N(C=C1)N=C(N2)N)OC(C)C 7-(1-(1-Ethoxyethyl)-1H-pyrazol-4-yl)-8-isopropoxy-[1,2,4]triazolo[1,5-a]pyridin-2-amine